C(C)(=O)OC1=C(C=C(C=C1)C=O)OC 4-formyl-2-methoxyphenyl acetate